C(C)(C)(C)OC(=O)NS(=O)(=O)N(C1CC2(CN(C2)C(=O)OC(C)(C)C)C1)CCCC tert-butyl 6-((N-(tert-butoxycarbonyl) sulfamoyl) (butyl) amino)-2-azaspiro[3.3]heptane-2-carboxylate